C1=CC=C(C=C1)COC(=O)NCCCCCCO 6-(Z-Amino)-1-hexanol